titanium-lead dioxide [Pb](=O)=O.[Ti]